C1(CC1)CN(C1CCC(CC1)N(C1=C(C(N(C=2C=CC(=NC12)C#N)C)=O)C#N)C)C1=CC2=C(OCC(N2C)=O)C=C1 8-((4-((cyclopropylmethyl)(4-methyl-3-oxo-3,4-dihydro-2H-benzo[b][1,4]oxazin-6-yl)amino)cyclohexyl)(methyl)amino)-5-methyl-6-oxo-5,6-dihydro-1,5-naphthyridine-2,7-dicarbonitrile